6-(3-(2-(tert-butyl)-6,7-dihydropyrazolo[1,5-a]pyrimidin-4(5H)-yl)-7,8-dihydro-1,6-naphthyridin-6(5H)-yl)-5-methylpyridazine-3-carbonitrile C(C)(C)(C)C1=NN2C(N(CCC2)C=2C=NC=3CCN(CC3C2)C2=C(C=C(N=N2)C#N)C)=C1